ClC=1C(=NC(=NC1)N[C@H]1CNCC[C@@H]1F)C1=CN=C2N1N=C(C(=C2)OC)C2CC2 5-chloro-4-(6-cyclopropyl-7-methoxyimidazo[1,2-b]pyridazin-3-yl)-N-((3S,4S)-4-fluoropiperidin-3-yl)pyrimidin-2-amine